4-(tert-Butyl)-2,6-diethylphenol C(C)(C)(C)C1=CC(=C(C(=C1)CC)O)CC